phospholanthanum P(=O)(=O)[La]